C(CC)OC1=CC=C(C=C1)C1=NC(=NO1)C1=CC=C(C2=CC=CC=C12)CN1CC(C1)C(=O)O 1-((4-(5-(4-propoxyphenyl)-1,2,4-oxadiazol-3-yl)naphthalen-1-yl)methyl)azetidine-3-carboxylic acid